CN1CCN(CC1)C(=O)O[C@@H]1CC[C@H](CC1)C(N(C1=NC=CC(=C1)C=1C=NN(C1)C(C)C)C[C@@H]1CC[C@H](CC1)C1=CC(=C(C=C1)OC)Cl)=O trans-4-(((trans-4-(3-Chloro-4-methoxyphenyl)cyclohexyl)methyl)(4-(1-isopropyl-1H-pyrazol-4-yl)pyridin-2-yl)carbamoyl)cyclohexyl 4-methylpiperazine-1-carboxylate